3,6,12-tribromochrysene BrC=1C=CC=2C(=CC3=C4C=CC=CC4=C(C=C3C2C1)Br)Br